Ethyl (Z)-(((4-(((tert-butyldimethylsilyl)oxy)methyl)-2-chlorophenyl)amino)((2-oxoethyl)thio)methylene)carbamate [Si](C)(C)(C(C)(C)C)OCC1=CC(=C(C=C1)N/C(/SCC=O)=N/C(OCC)=O)Cl